Cl.FC1=C(C(=O)NC=2SC3=C(N2)C(=CC=C3)OC)C(=CC(=C1)N1CCNCC1)F 2,6-difluoro-N-(4-methoxybenzo[d]thiazol-2-yl)-4-(piperazin-1-yl)benzamide hydrochloride